isobutyryl-cytidine C(C(C)C)(=O)[C@@]1([C@H](O)[C@H](O)[C@@H](CO)O1)N1C(=O)N=C(N)C=C1